OC[C@H](C1=CC=CC=C1)NC1=CC(=NC=C1C1=NC(=NO1)C(C)(C)O)NC=1N=CC2=C(N1)CNC2=O (S)-2-((4-((2-hydroxy-1-phenylethyl)amino)-5-(3-(2-hydroxypropan-2-yl)-1,2,4-oxadiazol-5-yl)pyridin-2-yl)amino)-6,7-dihydro-5H-pyrrolo[3,4-d]pyrimidin-5-one